1,3-diphenyl-2-phospholene-1-sulfide C1(=CC=CC=C1)P1(C=C(CC1)C1=CC=CC=C1)=S